2-Chloro-7-methyl-9-(tetrahydro-2H-pyran-4-yl)-7,9-dihydro-8H-purin-8-imine ClC1=NC=C2N(C(N(C2=N1)C1CCOCC1)=N)C